N-(2-ethyl-6-(2-((S)-2-methylazetidin-1-yl)-6,7-dihydro-5H-cyclopenta[d]pyrimidin-4-yl)-2,3-dihydrobenzofuran-3-yl)methanesulfonamide C(C)C1OC2=C(C1NS(=O)(=O)C)C=CC(=C2)C=2C1=C(N=C(N2)N2[C@H](CC2)C)CCC1